(1,4-diazabicyclo[3.2.2]nonan-4-yl)(3-iodo-6,7-dihydropyrano[4,3-c]pyrazol-1(4H)-yl)meth-anone N12CCN(C(CC1)CC2)C(=O)N2N=C(C1=C2CCOC1)I